NC=1C(=C(C=C(C=O)C1)F)Br 5-AMINO-4-BROMO-3-FLUOROBENZALDEHYDE